6-ETHYNYLNICOTINIC ACID C(#C)C1=NC=C(C(=O)O)C=C1